(6-((2-((4-(4-(4-isopropyl-piperazin-1-yl)piperidin-1-yl)-2-methoxy-5-methylphenyl)amino)-7H-pyrrolo[2,3-d]pyrimidin-4-yl)amino)quinoxalin-5-yl)dimethyl-phosphine oxide C(C)(C)N1CCN(CC1)C1CCN(CC1)C1=CC(=C(C=C1C)NC=1N=C(C2=C(N1)NC=C2)NC=2C(=C1N=CC=NC1=CC2)P(C)(C)=O)OC